O=C1NC(CCC1N1C(C2=NC(=CC=C2C1=O)N1[C@@H](CN(CC1)C1CC(C1)OC1CCN(CC1)C(=O)OC(C)(C)C)C)C)=O tert-butyl 4-[3-[(3R)-4-[6-(2,6-dioxo-3-piperidyl)-7-methyl-5-oxo-7H-pyrrolo[3,4-b]pyridin-2-yl]-3-methyl-piperazin-1-yl]cyclobutoxy]piperidine-1-carboxylate